5-morpholinothiophene-2-formaldehyde O1CCN(CC1)C1=CC=C(S1)C=O